CN1N=C2C=CC=C(C2=C1NCCNC)B(O)O [2-methyl-3-[2-(methylamino)ethylamino]indazol-4-yl]boronic acid